tert-butyl 4-((4-chloro-2-(trifluoromethyl)benzyl)carbamoyl)piperidine-1-carboxylate ClC1=CC(=C(CNC(=O)C2CCN(CC2)C(=O)OC(C)(C)C)C=C1)C(F)(F)F